4-bromo-2-methoxy-5-methylthiazole BrC=1N=C(SC1C)OC